[Si](C1=CC=CC=C1)(C1=CC=CC=C1)(C(C)(C)C)OCC1CCC(CC1)OCCO 2-[4-[[Tert-butyl(diphenyl)silyl]oxymethyl]cyclohexoxy]ethanol